tert-butyl (3-(3-fluoro-N-((4-(5-(trifluoromethyl)pyridin-2-yl)bicyclo[2.2.2]octan-1-yl)methyl)bicyclo[1.1.1]pentane-1-carboxamido)phenyl)carbamate FC12CC(C1)(C2)C(=O)N(CC21CCC(CC2)(CC1)C1=NC=C(C=C1)C(F)(F)F)C=1C=C(C=CC1)NC(OC(C)(C)C)=O